FC1(CC(C1)(O)CC(=O)N[C@@H](COC(F)F)C1=CC(=CC=C1)OC(F)(F)F)F (R)-2-(3,3-Difluoro-1-hydroxycyclobutyl)-N-(2-(difluoromethoxy)-1-(3-(trifluoromethoxy)phenyl)ethyl)acetamid